C(C)(C)(C)OC(=O)N1CCN(CC1)CCCN1C2=C(C3=CC=C(C=C13)O)C=CN=C2C(F)(F)F 4-(3-(7-hydroxy-1-(trifluoromethyl)-9H-pyrido[3,4-b]indol-9-yl)propyl)piperazine-1-carboxylic acid tert-butyl ester